C(C)O[Ti](C(CC(=O)COCC)=O)(C(CC(=O)COCC)=O)C(CC(=O)COCC)=O monoethoxytris(ethoxyacetoacetyl)titanium